2-((((9H-Fluoren-9-yl)methoxy)carbonyl)(methyl)amino)-3-(pyridin-4-yl)propanoic acid C1=CC=CC=2C3=CC=CC=C3C(C12)COC(=O)N(C(C(=O)O)CC1=CC=NC=C1)C